C(C1=CC=CC=C1)OC=1C=C2CCNC(C2=CC1OC)/C=C/C=1C(=CC(=C(OCC2=CC=C(C#N)C=C2)C1)OC)C 4-[(5-{(E)-2-[6-(benzyloxy)-7-methoxy-1,2,3,4-tetrahydroisoquinolin-1-yl]ethenyl}-2-methoxy-4-methylphenoxy)methyl]benzonitrile